F[B-](F)(F)F.CC1=C(C=CC=C1)[N+]#N o-methylphenyl-diazonium tetrafluoroborate